O1[C@@H](COCC1)CNC(=O)C1=C(C2=C(CCC3=CN(N=C23)CC2=NC=CC=C2)O1)C N-[(2R)-1,4-Dioxan-2-ylmethyl]-8-methyl-2-(pyridin-2-ylmethyl)-4,5-dihydro-2H-furo[2,3-g]indazol-7-carboxamid